[Si](C)(C)(C(C)(C)C)OC1(CC1)C1=CC=C(C(=O)OC)C=C1 Methyl 4-(1-((tert-butyldimethylsilyl)oxy)cyclopropyl)benzoate